C(C1=CC=CC=C1)OC(=O)N1CC(C1)(O)C1C(CCCC1)N.CC=1OC2=C(C1C(=O)NC1CCN(CC1)C)C=C(C=C2)OCC2=CC(=CC=C2)OC(F)(F)F 2-methyl-N-(1-methylpiperidin-4-yl)-5-((3-(trifluoromethoxy)benzyl)oxy)benzofuran-3-carboxamide benzyl-3-(2-aminocyclohexyl)-3-hydroxyazetidine-1-carboxylate